NC1=NC=CC=C1C1=NC=2C(=NC(=CC2)C2=CC=CC=C2)N1C1=CC=C(CNC(=O)C=2C=C(C(=O)OC)C=CC2)C=C1 methyl 3-((4-(2-(2-aminopyridin-3-yl)-5-phenyl-3H-imidazo[4,5-b]pyridin-3-yl)benzyl)carbamoyl)benzoate